C(CCC)OC(C1CCN(CC1)C(C=C)=O)C1=CC2=C(N=CN=C2NC2=C(C(=C(C=C2)Cl)Cl)F)N1S(=O)(=O)C1=CC=CC=C1 1-(4-(butoxy(4-((3,4-dichloro-2-fluorophenyl)amino)-7-(phenylsulfonyl)-7H-pyrrolo[2,3-d]pyrimidin-6-yl)methyl)piperidin-1-yl)prop-2-en-1-one